ClC1=C(C=CC=C1Cl)C1=CN=C(C2=C1N=CN=C2)N2CCC1(CCC[C@H]1N)CC2 (1R)-8-[8-(2,3-dichlorophenyl)pyrido[4,3-d]pyrimidin-5-yl]-8-azaspiro[4.5]decan-1-amine